NC=1C=2N(C3=C(N1)C=NC(=C3)C(=O)N3[C@@H]1[C@@H](OC4=C1C=CC(=C4)C(F)(F)F)C4(CC4)CC3)C=NC2 (4-aminoimidazo[1,5-a]pyrido[3,4-e]pyrazin-8-yl)((4aS,9bS)-7-(trifluoromethyl)-2,3,4a,9b-tetrahydro-1H-spiro[benzofuro[3,2-b]pyridine-4,1'-cyclopropan]-1-yl)methanone